ClC1=CC=C(C=C1)C1=NN(CC1C1=CC=CC=C1)C(=O)NS(=O)(=O)C1=CC=C(C=C1)S(F)(F)(F)(F)F 3-(4-chlorophenyl)-N-((4-(pentafluoro-λ6-sulfanyl)phenyl)sulfonyl)-4-phenyl-4,5-dihydro-1H-pyrazole-1-carboxamide